(7R)-2-[4-(2-cyanophenoxy)phenyl]-7-(piperazin-1-yl)-4,5,6,7-tetrahydro-2H-pyrazolo[4,3-b]pyridine-3-carboxamide C(#N)C1=C(OC2=CC=C(C=C2)N2N=C3C(NCC[C@H]3N3CCNCC3)=C2C(=O)N)C=CC=C1